formazan Magnesium bromide [Br-].[Mg+2].N=NC=NN.[Br-]